Cl.CN1CCNCC1 1-methylpiperazine hydrochloride